bis(3-methyl-4-maleimidophenyl)methane tert-butyl-(6-fluoro-1-((2-(trimethylsilyl)ethoxy)methyl)-1H-indol-4-yl)(methylpiperidin-4-yl)carbamate C(C)(C)(C)OC(N(C1CCN(CC1)C)C1=C2C=CN(C2=CC(=C1)F)COCC[Si](C)(C)C)=O.CC=1C=C(C=CC1N1C(C=CC1=O)=O)CC1=CC(=C(C=C1)N1C(C=CC1=O)=O)C